butyl (1-(hydroxymethyl)cyclopropyl)carbamate OCC1(CC1)NC(OCCCC)=O